FC1(CN(C1)C1=NC(=CC(=N1)NC(C1=C(C=C(C=C1)NS(=O)(=O)C)N1CCC2(CC2)CC1)=O)C)F N-(2-(3,3-Difluoroazetidin-1-yl)-6-methylpyrimidin-4-yl)-4-(methylsulfonamido)-2-(6-azaspiro[2.5]octan-6-yl)benzamide